C(#N)CNC(C1=CC=C(C=C1)C1=CC(=NC=C1)NC1=CC=C(C=C1)N1CCOCC1)=O N-(cyanomethyl)-4-(2-(4-morpholinophenyl-amino)pyridin-4-yl)benzamide